C(#N)CC1(CC1)CN1C(=NC2=C1C=C(C=C2)C(=O)O)CN2CCC(CC2)C2=NC(=CC=C2)OCC2=C(C=C(C=C2)C(=O)C2CC2)F 1-((1-(cyanomethyl)cyclopropyl)methyl)-2-((4-(6-((4-(cyclopropanecarbonyl)-2-fluorobenzyl)oxy)pyridin-2-yl)piperidin-1-yl)methyl)-1H-benzo[d]imidazole-6-carboxylic acid